C(#N)C1=CC(=C(COC2=NC=CC(=N2)N2CC3=C(C2)CN(C3)CC3=NC2=C(N3C[C@H]3OCC3)C=CC(=C2)C(=O)OC)C=C1)F methyl (S)-2-((5-(2-((4-cyano-2-fluorobenzyl)oxy)pyrimidin-4-yl)-3,4,5,6-tetrahydropyrrolo[3,4-c]pyrrol-2(1H)-yl)methyl)-1-(oxetan-2-ylmethyl)-1H-benzo[d]imidazole-5-carboxylate